(E)-3-(4-(2-((2-(4-ethylphenoxy)-2-methylpropanoyl)oxy)ethoxy)-3-methoxyphenyl)acrylic acid C(C)C1=CC=C(OC(C(=O)OCCOC2=C(C=C(C=C2)/C=C/C(=O)O)OC)(C)C)C=C1